3,3'-(1,1,3,3-tetramethoxydisiloxane-1,3-diyl)bis(N,N-dipropylmethan-1-amine) CO[Si](O[Si](OC)(OC)CCCN(C)CCC)(OC)CCCN(C)CCC